FC=1C=C(CN2CCN(CC2)C(CCC=2C(=NN(C2C)C=2C=CC=3N(N2)C(=NN3)C)C)=O)C=CC1F 1-(4-(3,4-difluorobenzyl)piperazin-1-yl)-3-(3,5-dimethyl-1-(3-methyl-[1,2,4]triazolo[4,3-b]pyridazin-6-yl)-1H-pyrazol-4-yl)propan-1-one